2,3-dibromo-N1,N1,N4,N4-tetraphenyl-benzene-1,4-diamine BrC1=C(C=CC(=C1Br)N(C1=CC=CC=C1)C1=CC=CC=C1)N(C1=CC=CC=C1)C1=CC=CC=C1